2-(8,8-difluoro-1,4-dioxa-spiro[4.5]dec-6-ylmethoxy)-isoindole-1,3-dione FC1(CC(C2(OCCO2)CC1)CON1C(C2=CC=CC=C2C1=O)=O)F